1-[1-(5-chloro-2-{[(3R,4S)-3-fluoropiperidin-4-yl]amino}imidazo[4,3-f][1,2,4]triazin-7-yl)cyclobutyl]ethyl acetate hydrochloride Cl.C(C)(=O)OC(C)C1(CCC1)C1=NC(=C2C=NC(=NN21)N[C@@H]2[C@@H](CNCC2)F)Cl